methyl 2-oxo-2-(2-(2'-oxospiro[cyclopropane-1,3'-indolin]-5'-yl)piperidin-1-yl)acetate O=C(C(=O)OC)N1C(CCCC1)C=1C=C2C3(C(NC2=CC1)=O)CC3